C(CCC=CCCC=CCC=C)O 4,8,11-dodecatrienol